(S)-2-(1-methyl-1H-pyrazol-4-yl)-N-(2-methyl-5-(2-(2-methylpyrrolidin-1-yl)acetamido)pyridin-3-yl)pyrazolo[5,1-b]thiazole-7-carboxamide CN1N=CC(=C1)C1=CN2C(S1)=C(C=N2)C(=O)NC=2C(=NC=C(C2)NC(CN2[C@H](CCC2)C)=O)C